octyl laurate (octyl dodecanoate) C(CCCCCCC)C(C(=O)O)CCCCCCCCCC.C(CCCCCCCCCCC)(=O)OCCCCCCCC